methyl 3-(benzyloxy)butanoate C(C1=CC=CC=C1)OC(CC(=O)OC)C